O1C=NC=C1C=1C=C2CN(CC2=CC1)C(=O)OC(C)(C)C tert-Butyl 5-(oxazol-5-yl)isoindoline-2-carboxylate